N1N=CC2=CC=C(C=C12)C=1N=C(C=2N(C1)C=NN2)NC2=CC(=C(C=C2)N2CCOCC2)C 6-(1H-indazol-6-yl)-N-(3-methyl-4-morpholinylphenyl)-[1,2,4]triazolo[4,3-a]pyrazin-8-amine